CC1=NOC(=C1COC=1C=C(C(=O)NCCC2=CC=C(C=C2)S(N)(=O)=O)C=CC1)C 3-((3,5-dimethylisoxazol-4-yl)methoxy)-N-(4-sulfamoylphenethyl)benzamide